[NH4+].P(=O)([O-])([O-])OCCCCCCCC.[NH4+] n-octyl alcohol phosphate ammonium salt